1,3,12-dodecenetriol C(=CC(CCCCCCCCCO)O)O